5-(4-(3-(2,5-dioxo-1,2,3,4,5,6-hexahydro-1,6-naphthyridin-7-yl)pyrrolidin-1-yl)piperidin-1-yl)-N-methylpyridineamide O=C1NC=2C=C(NC(C2CC1)=O)C1CN(CC1)C1CCN(CC1)C=1C=CC(=NC1)C(=O)NC